Imidazole fumarate C(\C=C\C(=O)O)(=O)O.N1C=NC=C1